Fluoro-N-((4-fluorophenyl)methyl-d2)-4'-oxo-3',4'-dihydro-1'h-spiro[piperidine-4,2'-quinoline]-1-carboxamide FN1C2(CC(C3=CC=CC=C13)=O)CCN(CC2)C(=O)NC([2H])([2H])C2=CC=C(C=C2)F